N=1SN=C2C1C=C(C(=C2)C2=CC=C(N(C1=CC=CC=C1)C1=CC=CC=C1)C=C2)C2=CC=C(N(C1=CC=CC=C1)C1=CC=CC=C1)C=C2 4,4'-(benzo[c][1,2,5]thiadiazole-5,6-diyl)bis(N,N-diphenyl-aniline)